5-(3-chloropropyl)benzonitrile ClCCCC=1C=CC=C(C#N)C1